2-fluoro-3-(7-iodo-3-(tetrahydro-2H-pyran-2-yl)-3H-imidazo[4,5-b]pyridin-5-yl)benzonitrile FC1=C(C#N)C=CC=C1C1=CC(=C2C(=N1)N(C=N2)C2OCCCC2)I